FC1(C(C2=C(N(C=C2C(F)(F)F)C=2C=C(C=C(C(=O)O)C2)C(=O)O)C1)O)F 5-(5,5-Difluoro-4-hydroxy-3-(trifluoromethyl)-5,6-dihydrocyclopenta[b]pyrrol-1(4H)-yl)isophthalic acid